CC(CCCC=CCC)C(=O)OC(C)(C)C Tert-butyl non-6-ene-2-carboxylate